OCNC(=O)C1CC1 N-(hydroxymethyl)cyclopropanecarboxamide